gamma-isocyanatopropyltriethoxysilane N(=C=O)CCC[Si](OCC)(OCC)OCC